14-Hydroxy-pentadecanoic acid OC(CCCCCCCCCCCCC(=O)O)C